N-[2-(3,3-difluoropyrrolidin-1-yl)-4-pyrimidin-2-yl-3-pyridyl]-2-isopropyl-pyrimidine-5-carboxamide FC1(CN(CC1)C1=NC=CC(=C1NC(=O)C=1C=NC(=NC1)C(C)C)C1=NC=CC=N1)F